NC1(CC=CC=C1)C1=C(C=CC(=C1)NC1=CC=CC=C1)C1=CC=C(C=C1)NC1=CC=CC=C1 (1-aminophenyl)-N,N'-bis-phenyl-(1,1'-biphenyl)-4,4'-diamine